C(C)(=O)OCCCCCCC heptanyl acetate